CN(C(C1=CC=C(C=C1)CC#C)=O)C N,N-dimethyl-4-(prop-2-yn-1-yl)benzamide